1-(6-bromopyridin-2-yl)cyclopropan-1-amine BrC1=CC=CC(=N1)C1(CC1)N